4-(((1R,3S)-3-amino-2,2,3-trimethylcyclopentyl)amino)-N'-(2-chloro-4-hydroxyphenyl)-6-(5-((dimethylamino)-methyl)pyridin-3-yl)pyrrolo[1,2-b]pyridazine-3-carboximidamide N[C@@]1(C([C@@H](CC1)NC=1C=2N(N=CC1C(N)=NC1=C(C=C(C=C1)O)Cl)C=C(C2)C=2C=NC=C(C2)CN(C)C)(C)C)C